tert-butyl (1-(3-chloro-2-cyano-4-(2,6-dioxopiperidin-3-yl)phenyl)azetidin-3-yl)carbamate ClC=1C(=C(C=CC1C1C(NC(CC1)=O)=O)N1CC(C1)NC(OC(C)(C)C)=O)C#N